N-[2-(2-fluorophenyl)-5-methyl-phenyl]pyridin-3-amine FC1=C(C=CC=C1)C1=C(C=C(C=C1)C)NC=1C=NC=CC1